ClC1=CC=C(CN2N=C3C4=C(CCC3=C2)OC(=C4C)C(=O)N4CCS(CC4)(=O)=O)C=C1 [2-(4-chlorobenzyl)-8-methyl-4,5-dihydro-2H-furo[2,3-g]indazol-7-yl](1,1-dioxidothiomorpholin-4-yl)methanone